C=C1CC2CCCCN2C1 2-Methylenehexahydroindolizine